1-cyclopropyl-N-(7-(2,2-difluoroethoxy)-8-fluoro-2-(tetrahydro-2H-pyran-4-yl)imidazo[1,2-a]pyridin-6-yl)-2-oxo-1,2-dihydropyridine-3-carboxamide C1(CC1)N1C(C(=CC=C1)C(=O)NC=1C(=C(C=2N(C1)C=C(N2)C2CCOCC2)F)OCC(F)F)=O